CC1=CC(=NC=C1C=1C=C2CC(NC2=CC1)=O)NCCOC1=C(C=CC=C1)CC(=O)N 2-(2-(2-((4-methyl-5-(2-oxoindolin-5-yl)pyridin-2-yl)amino)ethoxy)phenyl)acetamide